N-(4-(5-(difluoromethyl)-1,3,4-oxadiazol-2-yl)-2-fluorobenzyl)-N-phenyl-2,6-diazaspiro[3.3]heptane-2-thioamide FC(C1=NN=C(O1)C1=CC(=C(CN(C(=S)N2CC3(C2)CNC3)C3=CC=CC=C3)C=C1)F)F